(S)-4-(2-Amino-3-(4-(2-(2-(2-methoxyethoxy)ethoxy)acetamido)phenyl)propionamido)benzene N[C@H](C(=O)NC1=CC=CC=C1)CC1=CC=C(C=C1)NC(COCCOCCOC)=O